C(C)OC(C1=CC=C(C=C1)OCC)=O p-ethoxybenzoic acid ethyl ester